2-(1-ethyl-propyl)-benzothiazole C(C)C(CC)C=1SC2=C(N1)C=CC=C2